trihexyltetradecylphosphonium dibutyl-phosphate C(CCC)OP(=O)(OCCCC)[O-].C(CCCCC)[P+](CCCCCCCCCCCCCC)(CCCCCC)CCCCCC